COC1=CC=2N(C=C1)C(=CN2)C2=CC(=NC=N2)NCC2=CC=C(C=C2)C=2C=NN(C2)C [6-(7-methoxy-imidazo[1,2-a]pyridin-3-yl)-pyrimidin-4-yl]-[4-(1-methyl-1H-pyrazol-4-yl)-benzyl]-amine